5-{5-[(4-{[(5-bromo-2-nitrophenyl) amino] methyl} hexyl) oxy]-1-methylpyrazol-4-yl}-1-methyl-6-oxopyridine-3-carboxylate BrC=1C=CC(=C(C1)NCC(CCCOC1=C(C=NN1C)C1=CC(=CN(C1=O)C)C(=O)[O-])CC)[N+](=O)[O-]